N-[2-methyl-5-(4,4,5,5-tetramethyl-1,3,2-dioxaborolan-2-yl)phenyl]pyrazolo[1,5-a]pyridine-3-carboxamide CC1=C(C=C(C=C1)B1OC(C(O1)(C)C)(C)C)NC(=O)C=1C=NN2C1C=CC=C2